7-(2-{[(2R,7aS)-2-fluoro-hexahydro-1H-pyrrolizin-7a-yl]methoxy}-7-(8-ethynyl-7-fluoro-3-hydroxynaphthalen-1-yl)-8-fluoroquinazolin-4-yl)-7-azaspiro[3.5]nonan-2-ol F[C@@H]1C[C@@]2(CCCN2C1)COC1=NC2=C(C(=CC=C2C(=N1)N1CCC2(CC(C2)O)CC1)C1=CC(=CC2=CC=C(C(=C12)C#C)F)O)F